5-((2S,3S,4R)-3,4-bis((tert-butoxycarbonyl)amino)tetrahydrothiophen-2-yl)pentanoic acid C(C)(C)(C)OC(=O)N[C@@H]1[C@@H](SC[C@@H]1NC(=O)OC(C)(C)C)CCCCC(=O)O